C(C1=CC=CC=C1)OC(C=CC1=CC=CC=C1)=O cinnamic acid benzylester